5-CHLOROPYRIMIDINE-2-BORONIC ACID ClC=1C=NC(=NC1)B(O)O